3-[4-amino-5-(trifluoromethyl)pyrrolo[2,1-f][1,2,4]triazin-7-yl]-N-[(3R,4S)-1-(3,3-difluorocyclopentanecarbonyl)-4-fluoropyrrolidin-3-yl]-2-fluoro-6-methylbenzamide NC1=NC=NN2C1=C(C=C2C=2C(=C(C(=O)N[C@@H]1CN(C[C@@H]1F)C(=O)C1CC(CC1)(F)F)C(=CC2)C)F)C(F)(F)F